5-(2-Fluoro-6-methylphenyl)-3-(6-(8-methyl-3,8-diazabicyclo[3.2.1]octan-3-yl)pyrid-3-yl)-1H-pyrazolo[4,3-c]pyridazin-6(5H)-on FC1=C(C(=CC=C1)C)N1N=C2C(=CC1=O)NN=C2C=2C=NC(=CC2)N2CC1CCC(C2)N1C